FC=1C=C(C=C(C1)F)C1=CC(=CC=C1)[C@@H]1N(OCC1)C1=CC(=NC=N1)NC=1C(=CC(=C(C1)NC(C=C)=O)N1C[C@H](OCC1)C)OC N-(5-((6-((R)-3-(3',5'-difluoro-[1,1'-biphenyl]-3-yl)isoxazolidin-2-yl)pyrimidin-4-yl)amino)-4-methoxy-2-((R)-2-methylmorpholino)phenyl)acrylamide